C1(=CC=CC=C1)OC(CCC)=O.[Zn].ClC1=C(C=CC=C1)CC(=O)NC1=CC(=C(C=C1)C=1C=NC(=NC1)C(F)(F)F)S(N=CN(C)C)(=O)=O 2-(2-chlorophenyl)-N-(3-{[(dimethylamino)methylidene]Sulfamoyl}-4-[2-(trifluoromethyl)pyrimidin-5-yl]Phenyl)acetamide zinc phenylbutyrate